7-[(3R)-3-hydroxypyrrolidin-1-yl]-1-methyl-3-({[(3S)-1-(6-methylpyridin-3-yl)piperidin-3-yl][(2-methylpyridin-4-yl)methyl]amino}methyl)-1,4-dihydroquinolin-4-one O[C@H]1CN(CC1)C1=CC=C2C(C(=CN(C2=C1)C)CN(CC1=CC(=NC=C1)C)[C@@H]1CN(CCC1)C=1C=NC(=CC1)C)=O